(4-(4-fluoro-1H-pyrazol-1-yl)-1-((5-methoxy-7-methyl-1H-indol-4-yl) methyl) piperidin-2-yl) benzoate C(C1=CC=CC=C1)(=O)OC1N(CCC(C1)N1N=CC(=C1)F)CC1=C2C=CNC2=C(C=C1OC)C